BrC=1C=C(C=C(C1)F)[C@@H]1[C@@H](N(C(O1)=O)C(=O)NCC1=CN=CC2=CC=CC=C12)C (4S,5R)-5-(3-bromo-5-fluorophenyl)-N-(isoquinolin-4-ylmethyl)-4-methyl-2-oxo-1,3-oxazolidine-3-carboxamide